C1=CC(=CC=C1[N+](=O)[O-])O[C@H]2[C@@H]([C@H]([C@@H]([C@H](O2)C(=O)O)O[C@@H]3[C@@H]([C@H]([C@@H]([C@H](O3)COS(=O)(=O)O)O[C@H]4[C@@H]([C@H]([C@@H]([C@H](O4)C(=O)O)O[C@@H]5[C@@H]([C@H]([C@@H]([C@H](O5)CO)O[C@H]6[C@@H]([C@H]([C@@H]([C@H](O6)C(=O)O)O[C@@H]7[C@@H]([C@H]([C@@H]([C@H](O7)CO)O[C@H]8[C@@H]([C@H]([C@@H]([C@H](O8)C(=O)O)O[C@@H]9[C@@H]([C@H]([C@@H]([C@H](O9)CO)O[C@H]1[C@@H]([C@H]([C@@H]([C@H](O1)C(=O)O)O)O)O)O)NS(=O)(=O)O)O)O)O)NS(=O)(=O)O)O)O)O)NS(=O)(=O)O)O)O)O)NS(=O)(=O)O)O)O The molecule is an amino nonasaccharide consisting of beta-D-GlcA-(1->4)-alpha-D-GlcNS-(1->4)-beta-D-GlcA-(1->4)-alpha-D-GlcNS-(1->4)-beta-D-GlcA-(1->4)-alpha-D-GlcNS-(1->4)-beta-D-GlcA-(1->4)-alpha-D-GlcNS(6S)-(1->4)-beta-D-GlcA in which the hydrogen attached to the anomeric oxygen is replaced by a 4-nitrophenyl group. It is a C-nitro compound, a carbohydrate acid derivative, a glycoside, an amino nonasaccharide and an oligosaccharide sulfate.